tris(piperidinyl)sulfonium chloride salt [Cl-].N1(CCCCC1)[S+](N1CCCCC1)N1CCCCC1